3-(5''-(methylsulfonamido)dispiro[cyclopropane-1,1'-cyclohexane-4',3''-indoline]-1''-carbonyl)benzenesulfonyl chloride CS(=O)(=O)NC=1C=C2C3(CN(C2=CC1)C(=O)C=1C=C(C=CC1)S(=O)(=O)Cl)CCC1(CC3)CC1